BrC=1C(=C(C=CC1)C(C(C)(O)C)(F)F)F 1-(3-bromo-2-fluorophenyl)-1,1-difluoro-2-methylpropan-2-ol